C(C)N1C(NCCC1)=S N-ethyl-1,3-diazinane-2-thione